4-bromo-7-chloro-6-fluoro-2-methyl-2H-indazole BrC=1C2=CN(N=C2C(=C(C1)F)Cl)C